2-[6-amino-1-(methylamino)-2,7-naphthyridin-4-yl]-1,3-benzoxazol-4-ol NC=1C=C2C(=CN=C(C2=CN1)NC)C=1OC=2C(N1)=C(C=CC2)O